C(#N)C(NC(=O)[C@@H]1[C@H]2C([C@H]2CN1C([C@H](C(C)C)NC(C(C)(F)F)=O)=O)(C)C)C=1C=NC=C2C=CC=NC12 (1R,2S,5S)-N-[cyano(1,6-naphthyridin-8-yl)methyl]-3-[(2S)-2-(2,2-difluoropropanoylamino)-3-methyl-butanoyl]-6,6-dimethyl-3-azabicyclo[3.1.0]hexane-2-carboxamide